CC=1OC2=C(C1C(=O)N[C@H]1CN(CC1)C(=O)OC(C)(C)C)C=C(C=C2)OCC2=C(C=CC=C2)C(F)(F)F tert-butyl (R)-3-(2-methyl-5-((2-(trifluoromethyl)benzyl)oxy)benzofuran-3-carboxamido)-pyrrolidine-1-carboxylate